8-(1-ethoxyvinyl)-2-methoxy-1,5-naphthyridine C(C)OC(=C)C=1C=CN=C2C=CC(=NC12)OC